OCC1=C(SC=C1)C1=CC=C(C(=N1)C)OC1CCCCC1 (1S,3S)-3-((6-(3-(hydroxymethyl)thiophen-2-yl)-2-methylpyridin-3-yl)oxy)cyclohexane